3-Chloro-N-(2-chlorophenyl)-2-methyl-4H-thieno[3,2-b]pyrrole-5-carboxamide ClC1=C(SC2=C1NC(=C2)C(=O)NC2=C(C=CC=C2)Cl)C